2-((1-(4-(Difluoromethyl)phenyl)-4-methyl-1H-1,2,3-triazol-5-yl)methoxy)-5,6,7,8-tetrahydro-1,6-naphthyridine FC(C1=CC=C(C=C1)N1N=NC(=C1COC1=NC=2CCNCC2C=C1)C)F